(1-(tert-butoxycarbonyl)-2,3-dihydro-1H-pyrrolo[2,3-b]pyridin-5-yl)boronic acid C(C)(C)(C)OC(=O)N1CCC=2C1=NC=C(C2)B(O)O